CS(=O)(=O)[O-].C(CCCCCCCC)[N+]1(CCCCC1)CCC 1-Nonyl-1-propylpiperidinium methansulfonat